O[C@H]1[C@H](COC1)NCC=1C(=NC=CC1)NC(OC(C)(C)C)=O tert-butyl (3-((((3S,4S)-4-hydroxytetrahydrofuran-3-yl)amino)methyl)pyridin-2-yl)carbamate